4-({2-[(4-{4-chloro-13-cyano-8-methyl-9-oxo-6,8,10-triazatricyclo[9.4.0.02,7]pentadeca-1(11),2(7),3,5,12,14-hexaen-10-yl}-3,5-difluorophenyl)amino]ethyl}amino)butanoic acid ClC1=CC=2C=3C=CC(=CC3N(C(N(C2N=C1)C)=O)C1=C(C=C(C=C1F)NCCNCCCC(=O)O)F)C#N